The molecule is a furonaphthodioxole that is a synthetic derivative of podophyllotoxin with anti-tumour activity; causes single- and double-stranded breaks in DNA and DNA-protein cross-links and prevents repair by topoisomerase II binding. It has a role as an antineoplastic agent and an EC 5.99.1.3 [DNA topoisomerase (ATP-hydrolysing)] inhibitor. It is a furonaphthodioxole, a gamma-lactone, a beta-D-glucoside, a monosaccharide derivative, a member of thiophenes, an aromatic ether, a member of phenols and a cyclic acetal. It derives from a podophyllotoxin. COC1=CC(=CC(=C1O)OC)[C@H]2[C@@H]3[C@H](COC3=O)[C@@H](C4=CC5=C(C=C24)OCO5)O[C@H]6[C@@H]([C@H]([C@H]7[C@H](O6)COC(O7)C8=CC=CS8)O)O